C1S(CC12CCNCC2)(=O)=O 2-thia-7-azaspiro[3.5]nonane-2,2-dioxide